C(C)OC1=NC=CC=C1C1=NC(=C(C=C1)N1CC2(C1)CN(CC2)C(=O)C2(CCCC2)C(F)(F)F)C(=O)N[C@H]2CN(CC2)C 2'-ethoxy-N-[(3R)-1-methylpyrrolidin-3-yl]-5-{6-[1-(trifluoromethyl)cyclopentane-1-carbonyl]-2,6-diazaspiro[3.4]octan-2-yl}[2,3'-bipyridine]-6-carboxamide